CN1N=C(C2=CC=CC(=C12)OCC(N1CCNCC1)=O)C1C(NC(CC1)=O)=O 3-(1-methyl-7-(2-oxo-2-(piperazin-1-yl)-ethoxy)-1H-indazol-3-yl)-piperidine-2,6-dione